C(=O)(O)CC[C@H](NC(OCC1C2=CC=CC=C2C=2C=CC=CC12)=O)C(NCCC(N[C@H](C(NCC(=O)O)=O)C)=O)=O (5S,12S)-5-(2-carboxyethyl)-1-(9H-fluoren-9-yl)-12-methyl-3,6,10,13-tetraoxo-2-oxa-4,7,11,14-tetraazahexadecan-16-oic acid